[5-(3-hydroxypropyl)-2-oxo-1,3-oxazolidin-3-yl]-4H-pyrazino[2,3-b][1,4]Oxazin-3-one OCCCC1CN(C(O1)=O)C1C(NC2=C(O1)N=CC=N2)=O